3,9-bis(2,4-dicumylphenoxy)-2,4,8,10-tetraoxaspiro[5.5]undecane C(C)(C)(C1=CC=CC=C1)C1=C(OC2OCC3(CO2)COC(OC3)OC3=C(C=C(C=C3)C(C)(C)C3=CC=CC=C3)C(C)(C)C3=CC=CC=C3)C=CC(=C1)C(C)(C)C1=CC=CC=C1